[As].[Zn].[Cu] copper-zinc-arsenic